(S)-5-(6-(methylsulfonyl)pyridin-3-yl)-2-(1-(1-(5-propylpyrimidin-2-yl)piperidin-4-yl)ethoxy)thiazolo[5,4-b]pyridin CS(=O)(=O)C1=CC=C(C=N1)C1=CC=C2C(=N1)SC(=N2)O[C@@H](C)C2CCN(CC2)C2=NC=C(C=N2)CCC